2-thiocytidine [C@@H]1([C@H](O)[C@H](O)[C@@H](CO)O1)N1C(=S)N=C(N)C=C1